tert-butyl (2R,5S)-4-(9-ethyl-3-methyl-8-(((methylsulfonyl) oxy) methyl)-2-oxo-3,9-dihydro-2H-purin-6-yl)-2,5-dimethylpiperazine-1-carboxylate C(C)N1C=2N(C(N=C(C2N=C1COS(=O)(=O)C)N1C[C@H](N(C[C@@H]1C)C(=O)OC(C)(C)C)C)=O)C